[Ir](Cl)(Cl)Cl.C1=CCCCCCC1 cyclooctene iridium chloride